4-(6-((2-chlorophenyl)ethynyl)-5-morpholinyl-1H-benzimidazol-2-yl)-N-hydroxybenzoamide ClC1=C(C=CC=C1)C#CC=1C(=CC2=C(NC(=N2)C2=CC=C(C(=O)NO)C=C2)C1)N1CCOCC1